(6-(dimethoxymethyl)furo[3,2-b]pyridin-2-yl)-methanol COC(C=1C=C2C(=NC1)C=C(O2)CO)OC